BrC12C(N(C(C2[C@@]2(C(=C([C@]1(C2=O)C)C2=CC=CC=C2)C2=CC=CC=C2)C)=O)CCC(=O)NCCNC(OC(C)(C)C)=O)=O tert-Butyl (2-(3-((4S,7R)-3a-bromo-4,7-dimethyl-1,3,8-trioxo-5,6-diphenyl-3a,4,7,7a-tetrahydro-1H-4,7-methanoisoindol-2(2H)-yl)propanamido)ethyl)carbamate